(R)-1-(4-((5-(1-(2,2-difluoropropyl)-1H-benzo[d][1,2,3]triazol-6-yl)-4-methoxypyrrolo[2,1-f][1,2,4]triazin-2-yl)amino)-3,3-difluoropiperidin-1-yl)ethan-1-one FC(CN1N=NC2=C1C=C(C=C2)C=2C=CN1N=C(N=C(C12)OC)N[C@H]1C(CN(CC1)C(C)=O)(F)F)(C)F